N-[4-[(E)-3-[4-[2-Hydroxyethyl(methyl)amino]phenyl]prop-2-enoyl]phenyl]cyclopentanecarboxamide OCCN(C1=CC=C(C=C1)/C=C/C(=O)C1=CC=C(C=C1)NC(=O)C1CCCC1)C